N-(4'-((3-(methylsulfonyl)phenyl)amino)-[2,3'-bipyridin]-6'-yl)cyclopropanecarboxamide CS(=O)(=O)C=1C=C(C=CC1)NC1=C(C=NC(=C1)NC(=O)C1CC1)C1=NC=CC=C1